N'-(2-chloro-5-fluoro-phenyl)-4-[(5-hydroxy-2-adamantyl)amino]-6-(1H-pyrazol-4-yl)pyrrolo[1,2-b]pyridazine-3-carboxamidine ClC1=C(C=C(C=C1)F)N=C(N)C1=C(C=2N(N=C1)C=C(C2)C=2C=NNC2)NC2C1CC3CC(CC2C3)(C1)O